1-(benzenesulfonyl)octan-3-one C1(=CC=CC=C1)S(=O)(=O)CCC(CCCCC)=O